C(C)(=O)OCCCCOC(C)C Butylene Glycol Monoisopropyl Ether Acetate